N1=C2N(CC=C1)C=CC(=C2)C(=O)N 4H-pyrido[1,2-a]pyrimidine-8-carboxamide